2,7-dibromo-9,9-dihexyl-10-(4-benzoylphenyl)-9,10-dihydroacridine BrC1=CC=2C(C3=CC(=CC=C3N(C2C=C1)C1=CC=C(C=C1)C(C1=CC=CC=C1)=O)Br)(CCCCCC)CCCCCC